oleyl-bis(2-hydroxyethyl)amine oxide C(CCCCCCC\C=C/CCCCCCCC)[N+](CCO)(CCO)[O-]